FC([C@@H](C)N1N=NC2=C1C=C(C=C2)C=2C=CN1N=C(N=C(C12)OC)N[C@H]1[C@H](CN(CC1)C1COC1)F)F 5-(1-((R)-1,1-difluoropropan-2-yl)-1H-benzo[d][1,2,3]triazol-6-yl)-N-((3S,4R)-3-fluoro-1-(oxetan-3-yl)piperidin-4-yl)-4-methoxypyrrolo[2,1-f][1,2,4]triazin-2-amine